C(C1=CC=CC=C1)C1CCN(CC1)CCCNS(=O)(=O)C1=CC2=CC=CC=C2C=C1 N-(3-(4-benzylpiperidin-1-yl)propyl)naphthalen-2-sulfonamide